ClC1=CC(=C(C=C1)C1=NC(=CC2=C1N=C(N(C2=O)C)CC)N2C[C@@H](OCC2)C=2C=NN(C2)C)F 8-(4-chloro-2-fluoro-phenyl)-2-ethyl-3-methyl-6-[(2S)-2-(1-methylpyrazol-4-yl)morpholino]pyrido[3,4-d]pyrimidin-4-one